(SR,6R)-6-(4,4-Difluorocyclohexyl)-5-(4-(4-(dimethoxymethyl)piperidin-1-yl)phenyl)-5,6,7,8-tetrahydronaphthalen-2-ol FC1(CCC(CC1)[C@@H]1[C@H](C=2C=CC(=CC2CC1)O)C1=CC=C(C=C1)N1CCC(CC1)C(OC)OC)F |&1:8|